C(C)OC(\C(=N/O)\Cl)=O.[Pd](Br)Br Palladium bromid ethyl-(E)-2-chloro-2-(hydroxyimino)acetate